N1=CC=NC2=CC(=CC=C12)C1=CNC=2N=C(N=CC21)NC2CCC(CC2)NC(C)=O N-((1r,4r)-4-((5-(quinoxalin-6-yl)-7H-pyrrolo[2,3-d]pyrimidin-2-yl)amino)cyclohexyl)acetamide